trimethyl-siloxypentafluoro-cyclotriphosphazene C[Si](OP1(=NP(=NP(=N1)(F)F)(F)F)F)(C)C